OP(O)(=O)OP(=O)(O)O.N1=C(N)N=C(N)N=C1N.N1=C(N)N=C(N)N=C1N bis-melamine pyrophosphate